O=C1OCC(N1C1=CC=CC=C1)CC#N 2-(2-oxo-3-phenyloxazolidine-4-yl)acetonitrile